FC(C(=O)O)(C1=CC=C(C=C1)F)F α,α,4-trifluoro-benzeneacetic acid